(tert-butoxy-carbonyl)glycine C(C)(C)(C)OC(=O)NCC(=O)O